5-(1-methanesulfonylcyclopropyl)-N-[3-(5-phenyl-1,2,4-thiadiazol-3-yl)-1-bicyclo[1.1.1]pentyl]furan-2-carboxamide Ethyl-6-fluoro-5-iodobenzo[b]thiophene-2-carboxylate C(C)OC(=O)C1=CC2=C(S1)C=C(C(=C2)I)F.CS(=O)(=O)C2(CC2)C2=CC=C(O2)C(=O)NC21CC(C2)(C1)C1=NSC(=N1)C1=CC=CC=C1